3-bromo-1-methyl-1H-indol-6-yl trifluoromethanesulfonate FC(S(=O)(=O)OC1=CC=C2C(=CN(C2=C1)C)Br)(F)F